FC=1C(=NC(=NC1)NC1=CC=C(C=C1)N1CCOCC1)OCC1(CCNCC1)F 5-fluoro-4-((4-fluoropiperidin-4-yl)methoxy)-N-(4-morpholinophenyl)pyrimidin-2-amine